(1R,2S,5R)-5-methyl-2-propan-2-ylcyclohexane CC1CCC(CC1)C(C)C